6-chloro-4-(2,6-difluorophenyl)-1,2-benzoxazol-3-amine ClC1=CC2=C(C(=NO2)N)C(=C1)C1=C(C=CC=C1F)F